C(C)(C)(C)N=[Mo](N(CC)C)(N(C)CC)=NC(C)(C)C bis(tert-butylimino)bis(ethylmethylamino)molybdenum